BrC1=C(C(=O)NNC(=O)C2CC2)C=CC(=C1)[N+](=O)[O-] 2-Bromo-N'-(cyclopropylcarbonyl)-4-nitrobenzoyl-hydrazine